(R,R)- and (R,S)-2-((4-chlorophenethyl)amino)-N-(5-((1-methyl-6-oxopiperidin-3-yl)oxy)pyridin-2-yl)-2-phenylacetamide ClC1=CC=C(CCN[C@@H](C(=O)NC2=NC=C(C=C2)O[C@H]2CN(C(CC2)=O)C)C2=CC=CC=C2)C=C1 |&1:19|